BrC1=CC=C(C=C1)C1C(C2(N3CCCC13)C(C1=CC=CC3=CC=CC2=C13)=O)C(C1=CC(=C(C=C1)O)OC)=O (4-bromophenyl)-2'-(4-hydroxy-3-methoxybenzoyl)-1',2',5',6',7',7a'-hexahydro-2H-spiro[acenaphthylene-1,3'-pyrrolizin]-2-one